N-((4bR,9bR)-1-amino-4b-hydroxy-7-isopropoxy-10-oxo-4b,10-dihydro-9bH-indeno[1,2-b]-benzofuran-9b-yl)-3-methyl-5-((4-methylpiperazin-1-yl)sulfonyl)-1H-pyrrole-2-carboxamide NC1=C2C([C@]3([C@](OC4=C3C=CC(=C4)OC(C)C)(C2=CC=C1)O)NC(=O)C=1NC(=CC1C)S(=O)(=O)N1CCN(CC1)C)=O